(E)-5-methylocta-1,5-dien-4-ol C/C(/C(CC=C)O)=C\CC